C1=CC=CC=2C3=CC=CC=C3C(C12)COC(=O)NCC(=O)O\C(\C)=C\C(C1=CC=CC=C1)=O (E)-4-oxo-4-phenylbut-2-en-2-yl (((9H-fluoren-9-yl)methoxy)carbonyl)glycinate